CC1=C(C=2N(N=C1N1CC=3C=C(C=NC3CC1)NCC1=CC(=CC=C1)F)C=NN2)C 6-(7,8-dimethyl-[1,2,4]triazolo[4,3-b]pyridazin-6-yl)-N-[(3-fluorophenyl)methyl]-7,8-dihydro-5H-1,6-naphthyridin-3-amine